C[C@]12C(C([C@@](C(=C1C1=CC=CC=C1)C1=CC=CC=C1)(C2=O)C)S(=O)(=O)C2=CC=CC=C2)C(CCCC(=O)O)CCCC(=O)O.C(C)(=O)C2=NC=CC=C2N2CC=CC=C2 N-(2-acetylpyridyl)pyridine ((1S,4S)-1,4-Dimethyl-7-oxo-5,6-diphenyl-3-(phenylsulfonyl)bicyclo[2.2.1]hept-5-en-2-yl)methylenedibutyrate